1-cyclohexenyl-Boric acid C1(=CCCCC1)OB(O)O